N,N''-diisopropyl-N,N',N''-triethyldiethylenetriamine C(C)(C)N(CCN(CCN(CC)C(C)C)CC)CC